(3S,4R)-4-((5-chloro-4-(4-fluoro-2-(2-hydroxypropan-2-yl)-1-isopropyl-1H-benzo[d]imidazol-6-yl)pyridin-2-yl)amino)tetrahydro-2H-pyran-3-ol ClC=1C(=CC(=NC1)N[C@H]1[C@@H](COCC1)O)C=1C=C(C2=C(N(C(=N2)C(C)(C)O)C(C)C)C1)F